[N+](=O)([O-])C1=CC=C(OP(=O)(OC2=CC=CC=C2)N[C@H](C(=O)OC(C)C)CC2=CC=CC=C2)C=C1 (2S)-isopropyl 2-(((4-nitrophenoxy)(phenoxy)phosphoryl)amino)-3-phenylpropanoate